ClC1=CC=C(C(=N1)C(=O)NS(=O)(=O)C)N[C@H](C)C=1C=C(C=C2C(N(C(=NC12)N1CCC(CC1)C=1N=C(SC1)C)C)=O)C (R)-6-chloro-3-((1-(3,6-dimethyl-2-(4-(2-methylthiazol-4-yl)piperidin-1-yl)-4-oxo-3,4-dihydroquinazolin-8-yl)ethyl)amino)-N-(methylsulfonyl)picolinamide